C(C1=CC=CC=C1)S(=O)(=O)C=1N=C(C2=C(NC3=C(C=C(C=C23)F)N(C(OC(C)(C)C)=O)C)N1)S(=O)(=O)CC1=CC=CC=C1 tert-butyl (2,4-bis(benzylsulfonyl)-6-fluoro-9H-pyrimido[4,5-b]indol-8-yl)(methyl)carbamate